CC1=CC=C(C=C1)S(=O)(=O)OC1=C(C=C(C=C1)OS(=O)(=O)C1=CC=C(C)C=C1)S(=O)(=O)OC1C=CC(S1)=CC#N 5-(2,5-bis(p-toluenesulfonyloxy)benzenesulfonyl)oxy-5H-thiophen-2-ylideneacetonitrile